2,3,4-trifluorophenylacetylene FC1=C(C=CC(=C1F)F)C#C